C(C1=CC=CC=C1)[C@@]1(N(S(OC1)(=O)=O)C(=O)OCC1=CC=CC=C1)C benzyl-(S)-3-Cbz-4-methyl-1,2,3-oxathiazolidine 2,2-dioxide